(Z)-4-(1-(4-amino-2-fluorobut-2-en-1-yl)-2-ethyl-1H-benzo[d]imidazol-4-yl)-N-(tert-butyl)benzenesulfonamide Hydrochloride Cl.NC\C=C(\CN1C(=NC2=C1C=CC=C2C2=CC=C(C=C2)S(=O)(=O)NC(C)(C)C)CC)/F